COC1=CC=C(C=C1)S(=O)(=O)C=1C=NC2=CC=C(C=C2C1NN1CCN(CC1)C)SC 3-((4-methoxyphenyl)sulfonyl)-N-(4-methylpiperazin-1-yl)-6-(methylthio)quinolin-4-amine